O1CC(SCC1)CNC1=C(C(N(N=C1)C1=CC=C(C=C1)OC1=CC=C(C=C1)F)=O)Cl 5-(((1,4-oxathian-3-yl)methyl)amino)-4-chloro-2-(4-(4-fluorophenoxy)phenyl)pyridazin-3(2H)-one